NCCCCNCC(=O)O (4-aminobutyl)glycine